ClC=1C(=C(CN2[C@@H](C[C@@](CC2)(C(=O)O)CC2=NC(=C(C(=C2F)C=2C=NC=CC2)F)NC2=NNC(=C2)C)C)C=CC1)F (2R,4R)-1-(3-chloro-2-fluorobenzyl)-4-((3',5'-difluoro-6'-((5-methyl-1H-pyrazol-3-yl)amino)-[3,4'-bipyridin]-2'-yl)methyl)-2-methylpiperidine-4-carboxylic acid